N=[Si]=N diiminosilane